Glycerol 1,2,3-Tri-Pyruvate C(C(=O)C)(=O)OCC(OC(C(=O)C)=O)COC(C(=O)C)=O